phenyl-4-methylbenzenesulfonamide C1(=CC=CC=C1)C1=C(C=CC(=C1)C)S(=O)(=O)N